C(C)(C)C=1C(=CC(=C(C(=O)N2CC3=CC=C(C=C3C2)N2CCC(CC2)C(=O)O)C1)OCOC)OCOC 1-{2-[5-isopropyl-2,4-bis(methoxymethoxy)benzoyl]-1,3-dihydroisoindol-5-yl}piperidine-4-carboxylic acid